C(#N)C1=C(C=C(C=C1)CC(=O)NC1(CCCCC1)C(=O)O)C1CC1 1-[2-(4-cyano-3-cyclopropylphenyl)acetamido]cyclohexane-carboxylic acid